ClC1=CC2=C(C(=NNC2=O)C(C)C)O1 2-Chloro-7-isopropylfuro[2,3-d]pyridazin-4(5H)-one